(2-ethyl-6-fluoroimidazo[1,2-a]pyrimidin-3-yl)(3-iodo-4-methoxyphenyl)methanone C(C)C=1N=C2N(C=C(C=N2)F)C1C(=O)C1=CC(=C(C=C1)OC)I